CC1=C(C=CC=C1Cl)N1C(C=2C(C1=O)=CC=CC2)=O N-(2-methyl-3-chlorophenyl)phthalimide